ditolyl-hydroxyethyl-methyl-ammonium methyl-sulfate COS(=O)(=O)[O-].C1(=C(C=CC=C1)[N+](C)(CCO)C1=C(C=CC=C1)C)C